C(C(=C)C)(=O)OCCC[Si](O)(O[Si](C)(C)C)O[Si](C)(C)C methacryloxypropyl-bis(trimethylsiloxy)silanol